5-(8-((1S,2S)-2-(5'-fluoro-2'-oxo-1'-(2,2,2-trifluoroethyl)spiro[cyclopropane-1,3'-indolin]-6'-yl)cyclopropyl)imidazo[1,2-b]pyridazin-6-yl)pyrimidine-2,4(1H,3H)-dione FC=1C=C2C3(C(N(C2=CC1[C@@H]1[C@H](C1)C=1C=2N(N=C(C1)C=1C(NC(NC1)=O)=O)C=CN2)CC(F)(F)F)=O)CC3